N=1SN=C2C1C=CC(=C2)NC(=O)N2C1CC=3C(=NNC(C3)=O)C2CC1 N-(benzo[c][1,2,5]thiadiazol-5-yl)-3-oxo-3,5,6,7,8,9-hexahydro-2H-6,9-epiminocyclohepta[c]pyridazine-10-carboxamide